3-oxo-3-(5-chloro-2-thienyl)-propanal O=C(CC=O)C=1SC(=CC1)Cl